tert-butyl-(4-(2,5-difluorophenyl)-4-oxobutyl)-carbamate C(C)(C)(C)OC(NCCCC(=O)C1=C(C=CC(=C1)F)F)=O